1-(2-(4-(4-ethylphenyl)-1H-imidazol-2-yl)piperidin-1-yl)-2-(methylthio)propan-1-one C(C)C1=CC=C(C=C1)C=1N=C(NC1)C1N(CCCC1)C(C(C)SC)=O